BrC1=NN2C(C(NC[C@H]2C)=O)=C1 (7R)-2-bromo-7-methyl-5H,6H,7H-pyrazolo[1,5-a]pyrazin-4-one